ClC1=NN(C(=C1)Cl)C(C(=O)O)(C)C 2-(3,5-dichloro-1H-pyrazol-1-yl)-2-methylpropanoic acid